n-Butylstearat C(CCC)OC(CCCCCCCCCCCCCCCCC)=O